2-[4-(2,2-difluoro-2H-1,3-benzodioxol-4-yl)-2,6-bis(propan-2-yl)phenyl]-N-{4-[(dimethylamino)methyl]benzene-sulfonyl}acetamide FC1(OC2=C(O1)C=CC=C2C2=CC(=C(C(=C2)C(C)C)CC(=O)NS(=O)(=O)C2=CC=C(C=C2)CN(C)C)C(C)C)F